NC1=C(C=C(C=C1C#N)C1=NC=NC=C1)C1=C(C(=CC=C1C)OC)C 2-amino-3'-methoxy-2',6'-dimethyl-5-(pyrimidin-4-yl)-[1,1'-biphenyl]-3-carbonitrile